C[Al]Cl methyl-chloroaluminum